(3R,4R)-4-{[5-(2,4-difluoro-phenyl)-isoxazole-3-carbonyl]-amino}-1-(3,3-dimethyl-cyclopentyl)-piperidine-3-carboxylic acid dimethylamide CN(C(=O)[C@@H]1CN(CC[C@H]1NC(=O)C1=NOC(=C1)C1=C(C=C(C=C1)F)F)C1CC(CC1)(C)C)C